NC1=C(C(=C(C#N)C=C1C1CCOCC1)F)C(=C)C 4-amino-2-fluoro-5-(oxan-4-yl)-3-(prop-1-en-2-yl)benzonitrile